(12R)-12-methyl-13-oxa-4,5,9,18,19-pentaazatetracyclo[12.5.2.12,5.017,20]docosa-1(19),2(22),3,14(21),15,17(20)-hexaene C[C@@H]1CCNCCCN2N=CC(C3=NNC=4C=CC(O1)=CC34)=C2